ClC1=CC(=C(C=C1)/C=C/C(=O)N[C@H](C(=O)NC(C(C(=O)NC1CC1)=O)C[C@H]1C(NCC1)=O)CC1CC1)F 3-((S)-2-((E)-3-(4-Chloro-2-fluorophenyl)acrylamido)-3-cyclopropylpropanamido)-N-cyclopropyl-2-oxo-4-((S)-2-oxopyrrolidin-3-yl)butanamid